5-chloro-N4-cyclopentyl-N2-(1-hydroxy-7-methyl-3H-2,1-benzoxaborole-5-yl)pyrimidine-2,4-diamine ClC=1C(=NC(=NC1)NC=1C=C(C2=C(COB2O)C1)C)NC1CCCC1